FC(C(=O)OCC1=CC=C(C=C1)C=1C(=NN2C1N=C(NC2=O)S)C)(F)F (4-{7-methyl-4-oxo-2-sulfanyl-3H-pyrazolo[1,5-a][1,3,5]triazin-8-yl}phenyl)methyl 2,2,2-trifluoroacetate